1-hydroxy-2,3-propylene oxide OCC1CO1